BrC=1C(=NN(C1C=1C=NC(=CC1)F)C1=NC=CN=C1)O 4-Bromo-5-(6-fluoropyridin-3-yl)-1-(pyrazin-2-yl)-1H-pyrazol-3-ol